1-[(3-fluorophenyl)carbonyl]piperidin FC=1C=C(C=CC1)C(=O)N1CCCCC1